Imino(2-fluorophenyl)(methyl)-lambda6-sulfanone N=S(=O)(C)C1=C(C=CC=C1)F